CN1CCCC1(C)C 1,5,5-trimethylpyrrolidin